OC(C)NC(C)=O N-(1-hydroxyethyl)acetamide